OC1CN(C1)C1=NC=CC(=N1)C(=O)O (3-hydroxyazetidin-1-yl)pyrimidine-4-carboxylic acid